4-bromo-1-methoxy-2-nitrobenzene BrC1=CC(=C(C=C1)OC)[N+](=O)[O-]